O=C(/C=C/C1=CC=C(C(=O)O)C=C1)C1=CC=C(C=C1)N1C(CCC1)=O 4-[(E)-3-Oxo-3-[4-(2-oxopyrrolidin-1-yl)phenyl]prop-1-enyl]benzoic acid